ClC1=CC2=C(S1)C1(CC(NC(C1)C=1N=NN(C1)C)C)OCC2O 2-chloro-2'-methyl-6'-(1-methyltriazol-4-yl)spiro[4,5-dihydrothieno[2,3-c]pyran-7,4'-piperidin]-4-ol